2-[(2S)-2-methylazetidin-1-yl]-6,7-dihydro-5H-cyclopenta[d]pyrimidin-4-ol C[C@@H]1N(CC1)C=1N=C(C2=C(N1)CCC2)O